CN(CCC1=NN(C=C1N)C(C)C)C [2-(dimethylamino)ethyl]-1-(propan-2-yl)-1H-pyrazol-4-amine